2-fluoro-3-(methoxymethoxy)-8-((triisopropylsilyl)ethynyl)naphthalen-1-yl trifluoromethanesulfonate FC(S(=O)(=O)OC1=C(C(=CC2=CC=CC(=C12)C#C[Si](C(C)C)(C(C)C)C(C)C)OCOC)F)(F)F